C(N)(=O)C1=CC(=NC2=C1N=CN=C2N[C@@H]2CN(CCC2)C(=O)OC(C)(C)C)C=2C=NN(C2)CC(F)F tert-butyl (3S)-3-({8-carbamoyl-6-[1-(2,2-difluoroethyl)-1H-pyrazol-4-yl]pyrido[3,2-d]pyrimidin-4-yl}amino)piperidine-1-carboxylate